O=C1NC(CCC1C1=CC(=C(C=C1)N1CCC(CC1)C=O)F)=O 1-[4-(2,6-Dioxo-3-piperidyl)-2-fluoro-phenyl]piperidine-4-carbaldehyde